7,8-dihydro-1,6-naphthyridine-6(5H)-carboxylic acid tert-butyl ester C(C)(C)(C)OC(=O)N1CC=2C=CC=NC2CC1